C(C)(C)(C)OOC(C(CCCC)CC)OC(O)=O carbonic-tertiary-butyl-peroxy-(2-ethylhexyl) ester